1-(dimethoxymethyl)-7-methoxy-1,2,3,4-tetrahydroisoquinoline COC(C1NCCC2=CC=C(C=C12)OC)OC